2-methyl-4-[4-(trifluoromethyl)phenyl]Pyrazolo[4,3-b]Indole-7-carboxamide CN1N=C2C(N(C=3C=CC(=CC23)C(=O)N)C2=CC=C(C=C2)C(F)(F)F)=C1